CN1CCN(CCC1)CCOCCN 2-(2-(4-methyl-1,4-diazepan-1-yl)ethoxy)ethan-1-amine